(benzyloxy)-3-methylbicyclo[4.2.0]oct-1(6),2,4-trien-7-one C(C1=CC=CC=C1)OC=1C=2CC(C2C=CC1C)=O